rac-(1-fluorocyclopropyl)(6-(4-(2-hydroxyphenyl)piperidin-1-yl)-2-azaspiro[3.4]oct-2-yl)methanone 4-fluoropyrrolidine-1-carboxylate FC1CCN(C1)C(=O)O.FC1(CC1)C(=O)N1CC2(C1)C[C@@H](CC2)N2CCC(CC2)C2=C(C=CC=C2)O |r|